O=C1NC(CCC1N1C(C2=CC=CC(=C2C1=O)NCCCC(=O)OC(C)(C)C)=O)=O tert-Butyl 4-((2-(2,6-dioxopiperidin-3-yl)-1,3-dioxoisoindolin-4-yl)amino)butanoate